methyl-9-oxo-nonanoate COC(CCCCCCCC=O)=O